FC1=CC=C(CN(C(C#N)C#N)C)C=C1 2-(4-fluorobenzyl-(methyl)amino)malononitrile